OC1C2=C(C(O1)=O)C1=CC=CC=C1C=C2 3-hydroxy-naphtho[1,2-c]furan-1(3H)-one